5,5',5'',5'''-(5-(4,6-diphenyl-1,3,5-triazin-2-yl)-6-(4,6-diphenylpyrimidin-2-yl)benzene-1,2,3,4-tetrayl)tetrakis(5H-pyrido[3,2-b]indole) C1(=CC=CC=C1)C1=NC(=NC(=N1)C1=CC=CC=C1)C=1C(=C(C(=C(C1C1=NC(=CC(=N1)C1=CC=CC=C1)C1=CC=CC=C1)N1C2=C(C=3C=CC=CC13)N=CC=C2)N2C1=C(C=3C=CC=CC23)N=CC=C1)N1C2=C(C=3C=CC=CC13)N=CC=C2)N2C1=C(C=3C=CC=CC23)N=CC=C1